Ethyl 6,7-dichloro-1-ethynyl-3-(1-(tetrahydro-2H-pyran-2-yl)-1H-pyrazol-4-yl)-1H-indole-2-carboxylate ClC1=CC=C2C(=C(N(C2=C1Cl)C#C)C(=O)OCC)C=1C=NN(C1)C1OCCCC1